C1=CC(=C(C=C1CC=O)[N+](=O)[O-])O The molecule is a C-nitro compound that is phenylacetaldehyde substituted at positions 3 and 4 by nitro and hydroxy groups respectively. It is a member of phenylacetaldehydes and a member of 2-nitrophenols. It is a conjugate acid of a 4-hydroxy-3-nitrophenylacetaldehyde(1-).